BrC=1C=C(C=CC1OCOC)S(=O)(=O)N1CCC(CC1)CCC1=CC=CC=C1 1-[3-Bromo-4-(methoxymethoxy)phenyl]sulfonyl-4-(2-phenylethyl)piperidine